C(=O)(OCCCCCCCCCC)OOC(=O)OCCCCCCCCCC didecyl peroxydicarbonate